(3S,6S)-3-benzyl-6-isopropylpiperazine-2,5-dione C(C1=CC=CC=C1)[C@H]1C(N[C@H](C(N1)=O)C(C)C)=O